(2S)-2-(9H-fluoren-9-ylmethoxycarbonylamino)-3-phenyl-propionic acid C1=CC=CC=2C3=CC=CC=C3C(C12)COC(=O)N[C@H](C(=O)O)CC1=CC=CC=C1